5,6,7,8-tetrahydro-8-hydroxyquinoline OC1CCCC=2C=CC=NC12